F[C@H]1C[C@@H](N(C1)C=1C=CC=2N(N1)C(=CN2)C=2N=NN(C2)C[C@@H](C)O)C2=C(C=CC(=C2)F)OC (R)-1-(4-(6-((2R,4S)-4-fluoro-2-(5-fluoro-2-methoxyphenyl)pyrrolidin-1-yl)imidazo[1,2-b]pyridazin-3-yl)-1H-1,2,3-triazol-1-yl)propan-2-ol